tert-butyl (3S,5R)-3-acrylamido-5-((6-(6-bromopicolinamido)pyridin-3-yl)carbamoyl)-piperidine-1-carboxylate C(C=C)(=O)N[C@@H]1CN(C[C@@H](C1)C(NC=1C=NC(=CC1)NC(C1=NC(=CC=C1)Br)=O)=O)C(=O)OC(C)(C)C